BrC=1C=C(C=C(C1OC)OC)C1(CC1)\C=N\C (E)-1-[1-(3-bromo-4,5-dimethoxy-phenyl)cyclopropyl]-N-methyl-methanimine